tert-butyl 4-((2-(((1-aminoisoquinolin-6-yl)methyl)carbamoyl)thiazol-4-yl)ethynyl)piperidine-1-carboxylate NC1=NC=CC2=CC(=CC=C12)CNC(=O)C=1SC=C(N1)C#CC1CCN(CC1)C(=O)OC(C)(C)C